Cl.C(C1=CC=CC=C1)OC=1C=C(C=CC1)[C@@H](C)N (R)-1-(3-(benzyloxy)phenyl)ethan-1-amine hydrochloride